2-(3-fluoropyridin-4-yl)-3-iodo-7-(2-methoxyethyl)-7-methyl-1H,5H,6H-pyrrolo[3,2-c]pyridin-4-one FC=1C=NC=CC1C1=C(C=2C(NCC(C2N1)(C)CCOC)=O)I